ClC=1C=CC(=C(C1)N1N=C(C=2C=NC(=CC21)C=2C=NN1C2N=CC=C1)CN1CC(C1)N)OC(F)F 1-((1-(5-chloro-2-(difluoromethoxy)phenyl)-6-(pyrazolo[1,5-a]pyrimidin-3-yl)-1H-pyrazolo[4,3-c]pyridin-3-yl)methyl)azetidin-3-amine